CC(C)NCC(COC1=CC=C(C=C1)CCOC)O The molecule is a propanolamine that is 1-(propan-2-ylamino)propan-2-ol substituted by a 4-(2-methoxyethyl)phenoxy group at position 1. It has a role as a beta-adrenergic antagonist, an antihypertensive agent, a xenobiotic and an environmental contaminant. It is a propanolamine, an aromatic ether, a secondary alcohol and a secondary amino compound.